6-chloro-4-(2-(3-methylbenzylidene)hydrazinyl)-1-phenyl-1H-pyrazolo[3,4-d]pyrimidine ClC1=NC(=C2C(=N1)N(N=C2)C2=CC=CC=C2)NN=CC2=CC(=CC=C2)C